tert-butyl-diphenyl-[[4-(2-tetrahydropyran-2-yloxyethyl)cyclohexyl]methoxy]silane C(C)(C)(C)[Si](OCC1CCC(CC1)CCOC1OCCCC1)(C1=CC=CC=C1)C1=CC=CC=C1